C(#N)C=1C=C(C=C(C1)C)N1N=CC(=C1)[C@H](C(=O)NC1=NNC(=C1)C1CC1)C (R)-2-(1-(3-cyano-5-methyl-phenyl)-1H-pyrazol-4-yl)-N-(5-cyclopropyl-1H-pyrazol-3-yl)propanamide